ClC=1C=CN2C=C(C(C(=C2C1)C1=CC=C(C=C1)OC(F)F)=O)C1=CC=C(C=C1)OC(F)F 8-chloro-1,3-bis(4-(difluoromethoxy)phenyl)-2H-quinolizin-2-one